dipentaerythritol hexakis(4-mercaptovalerate) SC(CCC(=O)OCC(COC(CCC(C)S)=O)(COCC(COC(CCC(C)S)=O)(COC(CCC(C)S)=O)COC(CCC(C)S)=O)COC(CCC(C)S)=O)C